FC(OC=1C=C(C=CC1)C1=CC(=CO1)C(=O)NC1=NC(=NS1)CC(C(F)(F)F)(C)O)F 5-(3-(difluoromethoxy)phenyl)-N-(3-(3,3,3-trifluoro-2-hydroxy-2-methylpropyl)-1,2,4-thiadiazol-5-yl)furan-3-carboxamide